3-(dimethylamino)-2-((2-iodo-1-tosyl-1H-pyrrolo[2,3-b]pyridin-4-yl)oxy)-1-(tetrahydro-2H-pyran-4-yl)prop-2-en-1-one CN(C=C(C(=O)C1CCOCC1)OC1=C2C(=NC=C1)N(C(=C2)I)S(=O)(=O)C2=CC=C(C)C=C2)C